4-[(5-amino-2-pyridinyl)oxy]-3-(1,1-dimethylethyl)benzonitrile NC=1C=CC(=NC1)OC1=C(C=C(C#N)C=C1)C(C)(C)C